C(C)(=O)NC1=CC=C(C=C1)C1=C2CN(C(C2=CC=C1)=O)[C@H](C(=O)N[C@@H](CO[Si](C1=CC=CC=C1)(C1=CC=CC=C1)C(C)(C)C)C1=NOC(=N1)C)CO (S)-2-(4-(4-acetamidophenyl)-1-oxoisoindolin-2-yl)-N-((R)-2-((tert-butyldiphenylsilyl)oxy)-1-(5-methyl-1,2,4-oxadiazol-3-yl)ethyl)-3-hydroxypropanamide